C(C)(C)(C)C1=C(C=CC(=C1)C)O tertiary butyl-4-methyl-phenol